2-(2-oxaspiro[3.3]heptan-6-yl-amino)acetic acid C1OCC12CC(C2)NCC(=O)O